CC1CCN(CC1)NCC1=CC=C(C=C1)OCC N-(4-methylpiperidin-1-yl)-N-(4-ethoxybenzyl)amine